tert-butyl (6R)-6-{[(R)-2-methylpropan-2-sulfinyl] amino}-5,6-dihydro-spiro[cyclopenta[b]pyridine-7,4'-piperidine]-1'-carboxylate CC(C)(C)[S@@](=O)N[C@@H]1CC=2C(=NC=CC2)C12CCN(CC2)C(=O)OC(C)(C)C